3-((4-((3R,5R)-3,5-dimethyl-4-(piperidin-4-ylmethyl)piperazin-1-yl)-3,5-difluorophenyl)amino)piperidine-2,6-dione C[C@@H]1CN(C[C@H](N1CC1CCNCC1)C)C1=C(C=C(C=C1F)NC1C(NC(CC1)=O)=O)F